C1(CC1)C1=NC(=CC(=C1)C1=C(C=C(C#N)C=C1)C1=NN=CN1C)N1C(C2=CC(=CC=C2C1)CNC[C@H](C)OC)=O 4-{2-cyclopropyl-6-[6-({[(2S)-2-methoxypropyl]amino}methyl)-1-oxo-3H-isoindol-2-yl]pyridin-4-yl}-3-(4-methyl-1,2,4-triazol-3-yl)benzonitrile